CC=1SC2=C(N1)C=CC=1CC[C@@H](C12)CCNC(C)=O (R)-N-[2-(2-methyl-7,8-dihydro-6H-indeno[5,4-d][1,3]thiazol-8-yl)ethyl]acetamide